tert-butyl N-[(3S)-3-[(2S)-2-amino-6-{[(tert-butoxy)carbonyl]amino}hexanamido]-4-[(tert-butyldimethylsilyl)oxy]butyl]-N-[(2R)-3-{[(tert-butoxy)carbonyl]amino}-2-hydroxypropyl]carbamate N[C@H](C(=O)N[C@@H](CCN(C(OC(C)(C)C)=O)C[C@@H](CNC(=O)OC(C)(C)C)O)CO[Si](C)(C)C(C)(C)C)CCCCNC(=O)OC(C)(C)C